BrC1=CC=C2CN(C(C2=C1S(=O)(=O)C)=O)C1C(NC(CC1)=O)=O 3-(6-bromo-7-(methylsulfonyl)-1-oxoisoindolin-2-yl)piperidine-2,6-dione